(3-fluoro-n-propyl) (2,2,3,3-tetrafluoro-n-propyl) ether FC(COCCCF)(C(F)F)F